2-(pent-4-en-1-yl)hept-6-en-1-ol C(CCC=C)C(CO)CCCC=C